coumarinyl-glyoxime benzoylformate C(C1=CC=CC=C1)(=O)C(=O)O.O1C(=O)C(=CC2=CC=CC=C12)C(=NO)C=NO